C[C@H]1N(C[C@@H](N(C1)C(C(=O)N)=O)C1=CC=CC=C1)C(=O)C1(CC1)C 2-((2S,5R)-5-methyl-4-(1-methylcyclopropanecarbonyl)-2-phenylpiperazin-1-yl)-2-oxoacetamide